C(=C)C#C Vinyl-acetylen